3-((S)-3-methylpiperazin-1-yl)piperidine-2,6-dione TFA salt OC(=O)C(F)(F)F.C[C@H]1CN(CCN1)C1C(NC(CC1)=O)=O